C(C)C1=NN(C=C1C(=O)O)CC1=CC=C(C=C1)C1=NOC(=N1)C(F)(F)F.COC=1C=C(C=CC1OC)C1=CC=NC=2N1N=C(C2)C(=O)NC2=CC=C(C(=O)NCC(=O)O)C=C2 (4-(7-(3,4-dimethoxyphenyl)pyrazolo[1,5-a]pyrimidine-2-carboxamido)benzoyl)glycine ethyl-1-[[4-[5-(trifluoromethyl)-1,2,4-oxadiazol-3-yl]phenyl]methyl]pyrazole-4-carboxylate